[Si](C)(C)(C(C)(C)C)O[C@@H]1[C@H](NC(=CC1)C1=CN=CC(=N1)N(C)C1CCC1)CC(C)C 6-[(2R,3S)-3-[tert-butyl(dimethyl)silyl]oxy-2-isobutyl-1,2,3,4-tetrahydropyridin-6-yl]-N-cyclobutyl-N-methyl-pyrazin-2-amine